CN([C@@H](CC1=CC=CC=C1)C)CC#C (2R)-N-methyl-1-phenyl-N-prop-2-ynylpropan-2-amine